4-((2S,3R,4S,5R)-3-(3,4-difluoro-2-(methoxy-d3)phenyl)-4,5-dimethyl-5-(trifluoromethyl)tetrahydrofuran-2-carboxamido)picolinamide FC=1C(=C(C=CC1F)[C@@H]1[C@H](O[C@]([C@H]1C)(C(F)(F)F)C)C(=O)NC1=CC(=NC=C1)C(=O)N)OC([2H])([2H])[2H]